C(C)(C)(C)OC(=O)N[C@H](C(=O)OC)CCC(CCC=C)=O methyl (S)-2-((tert-butoxycarbonyl) amino)-5-oxonon-8-enoate